4-(Benzyloxy)-N-(2,6-bis(benzyloxy)pyridin-3-yl)pyridin-2-amine C(C1=CC=CC=C1)OC1=CC(=NC=C1)NC=1C(=NC(=CC1)OCC1=CC=CC=C1)OCC1=CC=CC=C1